2-((1-oxaspiro[4.4]nonan-6-yl)amino)-N-(3-fluoro-4-(piperidin-1-yl)phenyl)-5-methyl-oxazole-4-carboxamide O1CCCC12C(CCC2)NC=2OC(=C(N2)C(=O)NC2=CC(=C(C=C2)N2CCCCC2)F)C